[(1S,2S)-2-(4-fluoro-2,6-dimethyl-phenyl)-1-methyl-propyl] (2S)-2-[(3-hydroxy-4-methoxy-pyridine-2-carbonyl)amino]propanoate OC=1C(=NC=CC1OC)C(=O)N[C@H](C(=O)O[C@H]([C@@H](C)C1=C(C=C(C=C1C)F)C)C)C